C(\C=C/C(=O)O)(=O)O.CN[C@H]1CN2C3=C(C=CC=C3C1)NC2=O (R)-5,6-dihydro-5-(methylamino)-4H-imidazo[4,5,1-ij]quinolin-2(1H)-one maleate